5-Amino-3-(4-(2-((5-(1,1-difluoroethyl)isoxazol-3-yl)amino)-2-oxoethyl)phenyl)-1-isopropyl-1H-pyrazole-4-carboxamide NC1=C(C(=NN1C(C)C)C1=CC=C(C=C1)CC(=O)NC1=NOC(=C1)C(C)(F)F)C(=O)N